FC(C(=O)O)(F)F.ClC1=CC=C(C[C@@H]2N(C[C@@H](CC2)OC)C2CCN(CC2)C=2NC(=NN2)N)C=C1 5-((2R,5R)-2-(4-chlorobenzyl)-5-methoxy-[1,4'-bipiperidin]-1'-yl)-4H-1,2,4-triazol-3-amine 2,2,2-trifluoroacetate